3-[4-[1-(cyclopropylmethyl)pyrazol-4-yl]phenyl]-5-(trifluoromethyl)-4H-1,2-oxazol-5-ol C1(CC1)CN1N=CC(=C1)C1=CC=C(C=C1)C1=NOC(C1)(O)C(F)(F)F